C(N)([O-])=O CARBAMATE